3-dimethylaminopropyl-3-ethylcarbodiimide hydrochloride Cl.CN(CCCN=C=NCC)C